6-{[(3Z)-tetrahydrofuran-3-ylidene]methyl}-4-{[(3S)-piperidin-3-yl]amino}pyrido[3,2-d]pyrimidine-8-carboxamide O1C\C(\CC1)=C/C=1C=C(C=2N=CN=C(C2N1)N[C@@H]1CNCCC1)C(=O)N